C(CCCCCCCCCCCCCCC)(=O)OC(C)C1N(CCN(C1)C1=C(C=CC=C1)SC1=C(C=C(C=C1)C)C)C(=O)O 1-(hexadecanoyloxy)ethyl-4-(2-((2,4-dimethylphenyl)thio)phenyl)piperazine-1-carboxylic acid